CC=1C(=NC(=CC1)C(=O)NC=1C(=NN(C1)C)N1CCOCC1)C=1C=NC=CC1 methyl-N-(1-methyl-3-morpholinyl-1H-pyrazol-4-yl)-[2,3'-bipyridine]-6-carboxamide